FC1=C(N=C(C2=C1N=C(N=C2N2C[C@@H](CCC2)O)SC)OC)C2=CC(=CC1=CC=C(C(=C21)C#C[Si](C(C)C)(C(C)C)C(C)C)F)OCOC (R)-1-(8-fluoro-7-(7-fluoro-3-(methoxymethoxy)-8-((triisopropylsilyl)ethynyl)naphthalene-1-yl)-5-methoxy-2-(methylthio)pyrido[4,3-d]pyrimidin-4-yl)piperidin-3-ol